CNC(=O)C1=CC=C(C=C1)C=1N=C2SC3=C(N2C1)C=CC(=C3)C(=O)NC3CC(C3)C 2-(4-(methylcarbamoyl)phenyl)-N-(3-methylcyclobutyl)benzo[d]imidazo[2,1-b]thiazole-7-carboxamide